ethyl 7-(2,3-dichloro-6-methoxyphenyl)imidazo[1,2-a]pyridine-2-carboxylate ClC1=C(C(=CC=C1Cl)OC)C1=CC=2N(C=C1)C=C(N2)C(=O)OCC